tert-butyl 4-[(S)-(5-chloro-2-pyridyl)-(4,4-difluorocyclohexyl)methyl]-4-hydroxy-piperidine-1-carboxylate ClC=1C=CC(=NC1)[C@@H](C1(CCN(CC1)C(=O)OC(C)(C)C)O)C1CCC(CC1)(F)F